ClC1=C(C=C(C=C1)S(=O)(=O)N1C[C@@H]([C@@](C1)(CO)O)OC1=CC(=C(C#N)C=C1)F)OC(F)(F)F 4-(((3S,4R)-1-((4-chloro-3-(trifluoromethoxy)phenyl)sulfonyl)-4-hydroxy-4-(hydroxymethyl)pyrrolidin-3-yl)oxy)-2-fluorobenzonitrile